(1aR,5aR)-2-(2,4-Difluoro-phenyl)-1a,2,5,5a-tetrahydro-1H-2,3-diaza-cyclopropa[a]pentalene-4-carboxylic acid [2-(2,6-dimethyl-morpholin-4-yl)-2-methyl-propyl]-amide CC1CN(CC(O1)C)C(CNC(=O)C=1C=2C[C@@H]3[C@H](C2N(N1)C1=C(C=C(C=C1)F)F)C3)(C)C